C12SCC(SC1)N2C2=C(C(=O)O)C=CC(=C2)C(=O)O 2-(2,5-dithia-7-azabicyclo[2.2.1]heptan-7-yl)terephthalic acid